C1=CC=CC=2C3=CC=CC=C3N(C12)C1=C(C#N)C(=C(C(=C1C#N)N1C2=CC=CC=C2C=2C=CC=CC12)N1C2=CC=CC=C2C=2C=CC=CC12)N1C2=CC=CC=C2C=2C=CC=CC12 2,4,5,6-tetrakis-(9-carbazolyl)-isophthalonitrile